FC(N1N=C(N=N1)[C@H](N1CCN(CC1)C(=O)C1=NC=CC(=C1)C=1OC2=C(N1)C=C(C=C2)N2C=NC(=C2)C)C2=CC=CC=C2)F |r| (R/S)-(4-((2-(difluoromethyl)-2H-tetrazol-5-yl)(phenyl)methyl)piperazin-1-yl)(4-(5-(4-methyl-1H-imidazol-1-yl)benzo[d]oxazol-2-yl)pyridin-2-yl)methanone